N-(3-(3-(9H-purin-6-yl)pyridin-2-ylamino)-4-methylphenyl)-2-(3,3-difluoroazepan-1-yl)acetamide N1=CN=C2NC=NC2=C1C=1C(=NC=CC1)NC=1C=C(C=CC1C)NC(CN1CC(CCCC1)(F)F)=O